Cl.NC1CC2(CCC2)CCN1CC1=CC=C(C=C1)N1C(N=C(C=C1)NC(=O)N1CCN(CC1)C([C@@](CO)(C)N)=O)=O (S)-N-(1-(4-((6-Amino-7-azaspiro[3.5]nonan-7-yl)methyl)phenyl)-2-oxo-1,2-dihydropyrimidin-4-yl)-4-(2-amino-3-hydroxy-2-methylpropanoyl)piperazine-1-carboxamide Hydrochloride Salt